Dotriacontan-1-yl Pentacosanoate C(CCCCCCCCCCCCCCCCCCCCCCCC)(=O)OCCCCCCCCCCCCCCCCCCCCCCCCCCCCCCCC